4-[(3-Chloro-4-methoxybenzyl)amino]-8-cyclopropyl-3-(hydroxymethyl)quinoline-6-carbonitrile ClC=1C=C(CNC2=C(C=NC3=C(C=C(C=C23)C#N)C2CC2)CO)C=CC1OC